6'-(((1S,3S)-3-((5,6,7,8-tetrahydroquinolin-2-yl)amino)cyclopentyl)amino)-2H-[1,3'-bipyridyl]-2-one N1=C(C=CC=2CCCCC12)N[C@@H]1C[C@H](CC1)NC1=CC=C(C=N1)N1C(C=CC=C1)=O